cyano-N-[(4-fluorophenyl)methyl]benzamide C(#N)C1=C(C(=O)NCC2=CC=C(C=C2)F)C=CC=C1